FC=1C=C(C=CC1N1C(CCC1)=O)C=1C=CC(=NC1)NC1=CC2=C(OC[C@H]3N2C(CC3)=O)N=C1 (S)-2-((5-(3-fluoro-4-(2-oxopyrrolidin-1-yl)phenyl)pyridin-2-yl)amino)-6,6a,7,8-tetrahydro-9H-pyrido-[2,3-b]pyrrolo[1,2-d][1,4]oxazin-9-one